NCCC1=CC=C(C=C1)S(=O)(=O)N 4-(2-aminoethyl)benzenesulphonamide